2-(3',5'-di-tert-butylphenyl)butane C(C)(C)(C)C=1C=C(C=C(C1)C(C)(C)C)C(C)CC